2-((3,5-dichloro-4-(4-hydroxy-3-isopropylbenzyl)phenyl)thio)-N,N-dimethylacetamide ClC=1C=C(C=C(C1CC1=CC(=C(C=C1)O)C(C)C)Cl)SCC(=O)N(C)C